OC[C@H](C1=CC=CC=C1)NC1=CC(=NC=C1C1=NC(=NO1)C1=NC=CC=C1)NC=1C=C2C(NC(C2=CC1)=O)C 5-((4-(((S)-2-hydroxy-1-phenylethyl)amino)-5-(3-(pyridin-2-yl)-1,2,4-oxadiazol-5-yl)pyridin-2-yl)amino)-3-methylisoindolin-1-one